C(#N)CC1=CC=C(C=C)C=C1 4-cyanomethyl-styrene